α-(1,1-dimethylethyl)-β-(2-phenoxyethyl)-1H-1,2,4-tri-azole-1-ethanol CC(C)(C)C(C(N1N=CN=C1)CCOC1=CC=CC=C1)O